tert-butyl 3-(((2-(2-(((benzyloxy)carbonyl)amino)ethoxy)benzyl)oxy)methyl)azetidine-1-carboxylate C(C1=CC=CC=C1)OC(=O)NCCOC1=C(COCC2CN(C2)C(=O)OC(C)(C)C)C=CC=C1